(2'S,3S,6'S)-2'-methyl-6'-(1-methyltriazol-4-yl)-5-(trifluoromethyl)spiro[indoline-3,4'-piperidine]-2-one C[C@@H]1N[C@@H](C[C@]2(C1)C(NC1=CC=C(C=C12)C(F)(F)F)=O)C=1N=NN(C1)C